NC1=NC=CC(=C1Cl)SC1=C(N=C(C(=N1)CO)N1CCC(CC1)(C)N)C (6-((2-amino-3-chloropyridin-4-yl)thio)-3-(4-amino-4-methylpiperidin-1-yl)-5-methylpyrazin-2-yl)methanol